CC=1N(C=CN1)C1CCN(CC1)C(=O)OC(C)(C)C tert-Butyl 4-(2-methyl-1H-imidazol-1-yl)piperidine-1-carboxylate